6-bromo-1-methyl-2-(1-methylpiperidin-4-yl)-1H-indole BrC1=CC=C2C=C(N(C2=C1)C)C1CCN(CC1)C